ClC=1C(=NN(C1C)C(C(=O)OCCC=C(F)F)(C)C)C 4,4-difluorobut-3-en-1-yl 2-(4-chloro-3,5-dimethyl-1H-pyrazol-1-yl)-2-methylpropanoate